CC1=NC(=NO1)C=1C=C(CO\N=C(/C)\C2=CC(=C(C(=C2)O)O)Cl)C=CC1 (E)-1-(3-chloro-4,5-dihydroxyphenyl)ethane-1-one O-(3-(5-methyl-1,2,4-oxadiazol-3-yl)benzyl) oxime